7-(6-(bis(4-methoxybenzyl)amino)-4-methyl-3-(trifluoromethyl)pyridin-2-yl)-6-methyl-2-(methylthio)-5,6,7,8-tetrahydroquinazolin-4-yl trifluoromethanesulfonate FC(S(=O)(=O)OC1=NC(=NC=2CC(C(CC12)C)C1=NC(=CC(=C1C(F)(F)F)C)N(CC1=CC=C(C=C1)OC)CC1=CC=C(C=C1)OC)SC)(F)F